FC1(CCC(CC1)C1=CC=C(C(=N1)OC1=C(C=C(C=C1C)C)C)C(=O)NS(=O)(=O)C=1C(NC=CC1)=O)F 6-(4,4-Difluorocyclohexyl)-N-[(2-oxo-1H-pyridin-3-yl)sulfonyl]-2-(2,4,6-trimethylphenoxy)pyridin-3-carboxamid